Cl.BrC1=CN=CC(=N1)NC(=O)C1NC2CC2(C1)C 5-Methyl-2-aza-bicyclo[3.1.0]hexane-3-carboxylic acid (6-bromo-pyrazin-2-yl)-amide hydrochloride